FC1=C(N=CC2=C1N=C(N=C2OCC(F)(F)F)OCC21CCCN1CCC2)C2=CC=CC1=CC=CC(=C21)CF 8-fluoro-7-(8-(fluoromethyl)naphthalen-1-yl)-2-((hexahydro-1H-pyrrolizin-7a-yl)methoxy)-4-(2,2,2-trifluoroethoxy)pyrido[4,3-d]pyrimidine